benzyl ((2S)-4-(cyclopropylamino)-3-hydroxy-1-((3S,5R)-5-methyl-2-oxopyrrolidin-3-yl)-4-oxobutan-2-yl)carbamate C1(CC1)NC(C([C@H](C[C@H]1C(N[C@@H](C1)C)=O)NC(OCC1=CC=CC=C1)=O)O)=O